NC12CC(C1)(C2)C(=O)OCC2=CC=CC=C2 benzyl 3-aminobicyclo[1.1.1]pentane-1-carboxylate